(2-(dimethylamino)-2-oxoethyl)pyrrolidine-1-carboxylic acid tert-butyl ester C(C)(C)(C)OC(=O)N1C(CCC1)CC(=O)N(C)C